4-(2-aminoethyl)-2,5-dimethoxybenzonitrile NCCC1=CC(=C(C#N)C=C1OC)OC